sodium di-p-benzenesulfonate C1=CC=C(C=C1)S(=O)(=O)[O-].C1=CC=C(C=C1)S(=O)(=O)[O-].[Na+].[Na+]